C(CCCCC)C(C(=O)OCCCCCC(CCCCCOC(CN(C)C(C(CCCCCCCC)CCCCCC)=O)=O)N(C)CCO[Si](C1=CC=CC=C1)(C1=CC=CC=C1)C(C)(C)C)CCCCCCCC 6-((2-((tert-Butyldiphenylsilyl)oxy)ethyl)(methyl)amino)-11-((N-(2-hexyldecanoyl)-N-methylglycyl)oxy)undecyl 2-hexyldecanoate